[Y].[Si].[Al] Aluminum-silicon-yttrium